C(C)(C)C1=C(NC2=C1N=C(S2)C(=O)N)C=2C=C(C=1N(C2)N=CN1)C 6-isopropyl-5-(8-methyl-[1,2,4]triazolo[1,5-a]pyridin-6-yl)-4H-pyrrolo[3,2-d]thiazole-2-carboxamide